CN1C(N(C=2N=C(N(C2C1=O)C)S(=O)(=O)C)CC#CC1=CC=CC=C1)=O 1,7-dimethyl-8-(methylsulfonyl)-3-(3-phenylprop-2-yn-1-yl)-1H-purine-2,6(3H,7H)-dione